N1C(=NC2=C1C=CC=C2)N[C@@H]2C[C@H](C1=CC(=C3C=C(N=CC3=C12)C1CC1)S(NCC(C)C)(=O)=O)NC(=O)N[C@@H](C)C1=CC(=CC=C1)OC |r| 1-[trans-(7RS,9RS)-9-(1H-benzoimidazol-2-ylamino)-3-cyclopropyl-5-(2-methylpropylsulfamoyl)-8,9-dihydro-7H-cyclopenta[H]isoquinolin-7-yl]-3-[rac-(1S)-1-(3-methoxyphenyl)ethyl]urea